NC=1C(=CC(=C(C1)C=1N=C(SC1)N1CCOCC1)F)N1C[C@@H](N([C@@H](C1)C)C)C (4-(5-amino-2-fluoro-4-((3S,5R)-3,4,5-trimethylpiperazin-1-yl)phenyl)thiazol-2-yl)(morpholine)